2-(o-methylphenylamino)but-3-en-1-ol CC1=C(C=CC=C1)NC(CO)C=C